tert-butyl (1R,4R)-5-{5-nitro-6-[(pyridin-4-yl)amino]pyridin-2-yl}-2,5-diazabicyclo[2.2.1]heptane-2-carboxylate [N+](=O)([O-])C=1C=CC(=NC1NC1=CC=NC=C1)N1[C@H]2CN([C@@H](C1)C2)C(=O)OC(C)(C)C